O=C1C=C(N=CN1C[C@@H]1CCN(CC12CCCC2)C(=O)N2[C@@H](C[C@@H](CC2)NCC(=O)[O-])C2=CC=CC=C2)C2=CC=CC=C2.[Na+] Sodium ((2S,4R)-1-((R)-10-((6-oxo-4-phenylpyrimidin-1(6H)-yl)methyl)-7-azaspiro[4.5]decane-7-carbonyl)-2-phenylpiperidin-4-yl)glycinate